C1(CC1)NC1=NC=C(C(=N1)C1=CC=CC=C1)C=1C=C2C(=NC=NC2=CC1)C N-cyclopropyl-5-(4-methylquinazolin-6-yl)-4-phenylpyrimidin-2-amine